ClC=1N=C(C2=C(N1)C=CS2)N2CCC(CC2)C(=O)NC2=CC(=C(C=C2)OC)OC 1-(2-chlorothieno[3,2-d]pyrimidin-4-yl)-N-(3,4-dimethoxyphenyl)piperidine-4-carboxamide